1-(4-chlorophenyl)-4-phenylpiperidine ClC1=CC=C(C=C1)N1CCC(CC1)C1=CC=CC=C1